(S)-3-methyl-3-((1-(methylsulfonyl)-2-(thiophen-2-yl)-1H-indol-3-yl)methyl)-2,3-dihydro-1H-inden-1-one C[C@@]1(CC(C2=CC=CC=C12)=O)CC1=C(N(C2=CC=CC=C12)S(=O)(=O)C)C=1SC=CC1